1,2,3-tris(4-hydroxybutyl)imidazolium methyl-3-chloro-5-((1-hydroxy-2-methylpropan-2-yl)amino)pyrazine-2-carboxylate COC(=O)C1=NC=C(N=C1Cl)NC(CO)(C)C.OCCCCN1C(=[N+](C=C1)CCCCO)CCCCO